C(C)(C)N(C(C)C)[Sn](C)(C)N(C(C)C)C(C)C bis(diisopropylamino)dimethyltin